1-(oxacyclohex-2-yl)-4-(tetramethyl-1,3,2-dioxaborolan-2-yl)pyrazole O1C(CCCC1)N1N=CC(=C1)B1OC(C(O1)(C)C)(C)C